(2-(5-Fluoro-2-(2-fluoroethoxy)phenyl)cyclopropyl)methanamine FC=1C=CC(=C(C1)C1C(C1)CN)OCCF